C(CCC1=CC=CC=C1)(=O)O dihydrocinnamic acid